ethyl 1-(3-aminopyridin-2-yl)-1H-pyrazole-4-carboxylate NC=1C(=NC=CC1)N1N=CC(=C1)C(=O)OCC